(S)-bicyclo[1.1.1]pentan-1-yl(6-(2-methyl-2H-pyrazolo[3,4-b]pyridin-5-yl)thieno[2,3-b]pyridin-2-yl)methanol C12(CC(C1)C2)[C@H](O)C2=CC=1C(=NC(=CC1)C1=CC=3C(N=C1)=NN(C3)C)S2